2-((1R,3r)-3-(6-bromo-1-((R)-2-(2-methoxyphenyl)-2-((tetrahydro-2H-pyran-4-yl)oxy)ethyl)-5-methyl-2,4-dioxo-1,2-dihydrothieno[2,3-d]pyrimidine-3(4H)-yl)cyclobutyl)ethyl acetate C(C)(=O)OCCC1CC(C1)N1C(N(C2=C(C1=O)C(=C(S2)Br)C)C[C@H](OC2CCOCC2)C2=C(C=CC=C2)OC)=O